ClC1=CC=2N3[C@H]4C=5C(=CC=CC5C(N([C@@H](C3=NC2C=C1)C4)CC)=O)OC(F)F (1R,11R)-5-chloro-18-(difluoromethoxy)-12-ethyl-2,9,12-triazapentacyclo[9.8.1.0^{2,10}.0^{3,8}.0^{14,19}]icosa-3(8),4,6,9,14(19),15,17-heptaen-13-one